(2R)-2-bromo-2-fluoro-acetic acid amyl ester C(CCCC)OC([C@H](F)Br)=O